2-(4-methoxypiperidine-1-carbonyl)-3-methylnaphthalene COC1CCN(CC1)C(=O)C1=CC2=CC=CC=C2C=C1C